C(C(CO)(CO)N)O.C(=C\C(=O)O)\C(=O)O Tris(hydroxymethyl)aminomethane maleate